Tri-(2-methoxyethoxy)vinyl-silane COCCOC(=C(OCCOC)OCCOC)[SiH3]